tert-butyl 2-(1-methyl-6-oxo-1,6-dihydropyridin-3-yl)-1-oxo-2,8-diazaspiro[4.5]decane-8-carboxylate CN1C=C(C=CC1=O)N1C(C2(CC1)CCN(CC2)C(=O)OC(C)(C)C)=O